silver-tin-bismuth [Bi].[Sn].[Ag]